di(2,4-di-tert-butylphenyl)-pentaerythritol diphosphite OP(O)OP(O)O.C(C)(C)(C)C1=C(C=CC(=C1)C(C)(C)C)C(O)(C(CO)(CO)CO)C1=C(C=C(C=C1)C(C)(C)C)C(C)(C)C